((2S,5R)-4-((3,3-Difluorocyclobutyl)(4-(difluoromethyl)-3-fluorophenyl)methyl)-2,5-dimethylpiperazin-1-yl)-2-methyl-1-(((S)-tetrahydrofuran-2-yl)methyl)-1H-[1,2,4]triazolo[3,4-b]purine FC1(CC(C1)C(N1C[C@@H](N(C[C@H]1C)C=1C=2N=C(N(C2N2C(N1)=NN=C2)C[C@H]2OCCC2)C)C)C2=CC(=C(C=C2)C(F)F)F)F